8-bromo-7-fluorochroman BrC=1C(=CC=C2CCCOC12)F